(2-hydroxy)-2-butyl dithiocarbamate C(N)(SC(C)(CC)O)=S